2-((1-tert-butyl-1H-pyrazol-4-yl)amino)-4-((2,6-difluorobenzyl)amino)pyrimidin C(C)(C)(C)N1N=CC(=C1)NC1=NC=CC(=N1)NCC1=C(C=CC=C1F)F